(R)-N-(cyclobutylmethyl)-1-(6-(3-(4-(6-cyclopropylpyrazin-2-yl)-1H-1,2,3-triazol-1-yl)oxetan-3-yl)pyridin-3-yl)piperidin-3-amine C1(CCC1)CN[C@H]1CN(CCC1)C=1C=NC(=CC1)C1(COC1)N1N=NC(=C1)C1=NC(=CN=C1)C1CC1